[(4S)-7,8-dichloro-6-(2,6-difluorophenyl)-4-methyl-4H-[1,2,4]triazolo[1,5-a][1,4]benzodiazepin-2-yl]-[(3R)-3-fluoropyrrolidin-1-yl]methanone ClC1=C(C=CC2=C1C(=N[C@H](C=1N2N=C(N1)C(=O)N1C[C@@H](CC1)F)C)C1=C(C=CC=C1F)F)Cl